((1-(4-fluorophenyl)-5-(4-isopropylphenyl)-1H-1,2,4-triazol-3-yl)methyl)-3-azaspiro[5.5]undecane FC1=CC=C(C=C1)N1N=C(N=C1C1=CC=C(C=C1)C(C)C)CC1CNCCC12CCCCC2